3-(4-(2-ethylhexyl)-1-piperazinyl)-1,2-propanediol C(C)C(CN1CCN(CC1)CC(CO)O)CCCC